(S)-3-(1,4-dimethyl-1H-benzo[d][1,2,3]triazol-5-yl)-3-(3-(((R)-2-ethyl-7-hydroxy-2,3-dihydropyrido[2,3-f][1,4]oxazepin-4(5H)-yl)methyl)-4-methylphenyl)propanoic acid methyl ester COC(C[C@@H](C1=CC(=C(C=C1)C)CN1C[C@H](OC2=C(C1)N=C(C=C2)O)CC)C2=C(C1=C(N(N=N1)C)C=C2)C)=O